6-(6-(difluoromethoxy)pyridin-3-yl)-2-((5-phenyl-1H-pyrazol-4-yl)methyl)pyridazin-3(2H)-one FC(OC1=CC=C(C=N1)C=1C=CC(N(N1)CC=1C=NNC1C1=CC=CC=C1)=O)F